F[C@@H]1C[C@H](N(C1)C(=O)OC(C)(C)C)C(NCCCCC1=CC=CC=C1)=O tert-butyl (2S,4R)-4-fluoro-2-((4-phenylbutyl)carbamoyl)pyrrolidine-1-carboxylate